S1C=NC2=C1C=C(C=C2)\C=C\2/N=C(NC2=O)N[C@H]2CC(CC2)(F)F |r| (±)-(4Z)-4-(1,3-benzothiazol-6-ylmethylene)-2-[(3,3-difluorocyclopentyl)amino]-1H-imidazol-5-one